BrC1=CC=C(S1)C(=O)N[C@@H]1C[C@@H](CCC1)N1C(=NC2=C1C=NC(=C2)C(=O)O)C2=NC=CC=C2 3-[(1R,3S)-3-(5-bromothiophene-2-amido)cyclohexyl]-2-(pyridin-2-yl)imidazo[4,5-c]Pyridine-6-carboxylic acid